C(C=C)(=O)NCCC(=O)NC1=C(C=CC=C1)B(O)O (2-(3-acrylamidopropionamido)phenyl)boronic acid